bisaminoethoxypentaerythritol diphosphite OP(O)OP(O)O.NCCOC(O)(C(CO)(CO)CO)OCCN